CN1C(C2=C(C=C1)C=C(N2)C(=O)NCC(F)(F)F)=O 6-methyl-7-oxo-N-(2,2,2-trifluoroethyl)-6,7-dihydro-1H-pyrrolo[2,3-c]pyridine-2-carboxamide